NC1=NNC(C2=C1N(N=C2[C@@H]2CN(CC2)C(C#CC)=O)C2=CC=C(C=C2)OC2=C(C=CC=C2)F)=O (S)-7-amino-3-(1-(but-2-ynoyl)pyrrolidin-3-yl)-1-(4-(2-fluorophenoxy)phenyl)-1,5-dihydro-4H-pyrazolo[3,4-d]pyridazin-4-one